C(C(C)C)OC(C=C)=O.C(=CC)CO[Si](OC)(OC)CCC propenyl-propyl-trimethoxysilane Isobutylacrylat